3-(3-(1,1-difluoroethyl)-1,2,4-oxadiazol-5-yl)prop-2-en-1-one FC(C)(F)C1=NOC(=N1)C=CC=O